palladium (II) bisoxalate C(C(=O)[O-])(=O)[O-].C(C(=O)[O-])(=O)[O-].[Pd+2].[Pd+2]